F[C@@H]1C[C@H](N(C1)C(CC=1C(=NN(C1C)C)C)=O)C(=O)N[C@@H](C1=CC=CC=C1)C1=CC(=C(C=C1)C(C)C)F (2S,4R)-4-fluoro-N-[(S)-[3-fluoro-4-(propan-2-yl)phenyl](phenyl)methyl]-1-[2-(1,3,5-trimethyl-1H-pyrazol-4-yl)acetyl]pyrrolidine-2-carboxamide